CN1N=C(C2=CC=CC(=C12)C)C1=CC=C(C=C1)NC(=O)NCC1=CC=NC=C1 1-(4-(1,7-Dimethyl-1H-indazol-3-yl)phenyl)-3-(pyridin-4-ylmethyl)urea